FC1(CN(CC1)C(=O)C1=C(OC=2N=CN=C(C21)NC2(CC2)C)C)C2=CC=C(C=C2)F 5-[3-fluoro-3-(4-fluorophenyl)pyrrolidine-1-carbonyl]-6-methyl-N-(1-methylcyclopropyl)furo[2,3-d]pyrimidin-4-amine